ClCC1=NC=CC(=C1)CCCCCCCC (chloromethyl)-4-octylpyridine